C(C)(=O)OC1[C@H](OC(C)=O)[C@H](OC(C)=O)[C@H](O1)COC(C)=O Ribofuranose tetraacetate